C1=CC=C(C=C1)C1=CC=CC=C1 [4,2]biphenyl